C(C1=CC=CC=C1)CC=1N=NN=NC1C benzylmethyl-methyltetrazine